C(C)C=1C(=NNC(C1C(F)(F)F)=O)COCCC(=O)O 3-[[4-Ethyl-6-oxo-5-(trifluoromethyl)-1H-pyridazin-3-yl]methoxy]propionic acid